OC12CCC(CC1)(CC2)C=2SC1=C(N2)C=CC(=C1)C#N (4-hydroxybicyclo[2.2.2]oct-1-yl)benzo[d]thiazole-6-carbonitrile